C1C=CC2=CC3=CC4=CC5=CC=CC=C5C=C4C=C3C=C2C1=O pentacenone